NN1CSC[C@H]1C#N (R)-3-aminothiazolidine-4-carbonitrile